CC(CCCCCC)N 2-Octylamine